NC=1C2=C(N=CN1)N(C=C2C=2SC1=C(C2)C=C(C=C1OC)C)C1CN(CC1)C(=O)C(C#N)=CC1CC1 2-(3-(4-amino-5-(7-methoxy-5-methylbenzothiophen-2-yl)-7H-pyrrolo[2,3-d]pyrimidin-7-yl)pyrrolidine-1-carbonyl)-3-cyclopropylacrylonitrile